6-Benzoyl-2-[2-deoxy-2-fluoro-3,5-bis-O-(tetrahydropyran-2-yl)-β-D-ribofuranosyl]-6,7,8,9-tetrahydro-2H-2,3,5,6-tetraazabenzo[cd]azulene C(C1=CC=CC=C1)(=O)N1C=2C3=C(N(C=C3CCC1)[C@H]1[C@@H]([C@H](OC3OCCCC3)[C@H](O1)COC1OCCCC1)F)N=CN2